C(#C)C1CC(C1)C(=O)OC methyl 3-ethynylcyclobutane-1-carboxylate